FC1=CC2=C(N(C(=N2)N2C[C@H]([C@@H](CC2)F)N)CC2=CC(=NO2)C)C=C1F (3R,4R)-1-(5,6-difluoro-1-((3-methylisoxazol-5-yl)methyl)-1H-benzo[d]imidazol-2-yl)-4-fluoropiperidin-3-amine